ClC=1C=CC=C2C(C=C(OC12)C1=C(OC2CC(C2)C(=O)O)C=CC(=C1)C)=O 3-[2-(8-chloro-4-oxo-chromen-2-yl)-4-methyl-phenoxy]cyclobutane-carboxylic acid